2,4-difluoro-6-(2-methoxyethoxy)benzaldehyde FC1=C(C=O)C(=CC(=C1)F)OCCOC